FC(=CC)C(S(=O)(=O)C1=CC(=CC=C1)S(=O)(=O)C)(F)F 3,4,4-trifluoro-4-((3-(methylsulfonyl)phenyl)sulfonyl)but-2-en